(1S,5R)-6-(4-ethoxyphenyl)-9,9-dimethyl-2,6-diazabicyclo[3.2.2]nonane C(C)OC1=CC=C(C=C1)N1[C@@H]2CCN[C@H](C1)CC2(C)C